CC(CCO)C\C=C\C(CC)(O)C (E)-3,7-dimethylnon-5-ene-1,7-diol